12-methyl-2λ6-thia-3,9,11,18,23-pentaazatetracyclo[17.3.1.111,14.05,10]tetracosa-1(23),5(10),6,8,19,21-hexaene-2,2,4-trione CC1N2C=3N=CC=CC3C(NS(C=3C=CC=C(NCCCC(C1)C2)N3)(=O)=O)=O